(2S,4S)-4-fluoro-1-[2-[4-(8-isoquinolinylamino)-1-piperidinyl]acetyl]pyrrolidine-2-carbonitrile F[C@H]1C[C@H](N(C1)C(CN1CCC(CC1)NC=1C=CC=C2C=CN=CC12)=O)C#N